C(#N)C1=C(OC=2C=C3C(N(C=NC3=CC2)CC2CC3(C2)CCN(CC3)C(=O)OC(C)(C)C)=O)C(=CC=C1F)F tert-butyl 2-[[6-(2-cyano-3,6-difluoro-phenoxy)-4-oxo-quinazolin-3-yl]methyl]-7-azaspiro[3.5]nonane-7-carboxylate